C[Si](CC#N)(C)C 2-(trimethylsilyl)acetonitrile